(S)-3-((S)-sec-butyl)-N-(1-(2,2-difluoroethyl)-6-oxo-1,6-dihydropyridazin-3-yl)-2-oxo-1,2,3,5-tetrahydro-4H-benzo[e][1,4]diazepine-4-carboxamide [C@H](C)(CC)[C@@H]1N(CC2=C(NC1=O)C=CC=C2)C(=O)NC2=NN(C(C=C2)=O)CC(F)F